C=1(C(=CCC1)O)O cyclopenta-2,5-diene-1,2-diol